benzyl (3S)-4-[(1-tert-butoxycarbonylazetidin-3-yl)methyl]-3-methyl-piperazine-1-carboxylate C(C)(C)(C)OC(=O)N1CC(C1)CN1[C@H](CN(CC1)C(=O)OCC1=CC=CC=C1)C